[3-Cyano-5-[[(1R)-1-(5-fluoro-2-pyridyl)ethyl]amino]imidazo[1,2-a]pyridin-7-yl]boronic acid C(#N)C1=CN=C2N1C(=CC(=C2)B(O)O)N[C@H](C)C2=NC=C(C=C2)F